The molecule is a polyunsaturated fatty acid anion that is the conjugate base of (17Z,20Z,23Z,26Z)-dotriacontatetraenoic acid, obtained by deprotonation of the carboxy group; major species at pH 7.3. It is a conjugate base of a (17Z,20Z,23Z,26Z)-dotriacontatetraenoic acid. CCCCC/C=C\\C/C=C\\C/C=C\\C/C=C\\CCCCCCCCCCCCCCCC(=O)[O-]